n-hexyloxypropionitrile C(CCCCC)OC(C#N)C